C1(CC1)CS(=O)(=O)C1=NC=2N(C(N(C(C2N1C)=O)C)=O)CC#CC1=CC(=CC=C1)[N+](=O)[O-] 8-((cyclopropylmethyl)sulfonyl)-1,7-dimethyl-3-(3-(3-nitrophenyl)prop-2-yn-1-yl)-3,7-dihydro-1H-purine-2,6-dione